C(C)C1=C(C(=NN1)C(=O)NC1=C(C=C(C=C1)C1CNCCO1)C(F)(F)F)C 5-Ethyl-4-methyl-N-(4-(morpholin-2-yl)-2-(trifluoromethyl)phenyl)-1H-pyrazole-3-carboxamide